isopropoxymethyl (R)-4-((1-acryloylpyrrolidin-3-yl)amino)-1H-pyrrolo[2,3-b]pyridine-5-carboxylate C(C=C)(=O)N1C[C@@H](CC1)NC1=C2C(=NC=C1C(=O)OCOC(C)C)NC=C2